BrC1=C(C(C2=CC=CC=C2C1=O)=O)NCC1=CC=C(C(=O)NC2=NC=CC=C2)C=C1 4-(((3-Bromo-1,4-dioxo-1,4-dihydronaphthalin-2-yl)amino)methyl)-N-(pyridin-2-yl)benzamid